N-(tetrahydrofuran-2-ylmethyl)aniline Ethyl-(R)-3-(2-chlorophenyl)-3-((4-(trifluoromethoxy)phenyl)sulfonamido)propanoate C(C)OC(C[C@@H](NS(=O)(=O)C1=CC=C(C=C1)OC(F)(F)F)C1=C(C=CC=C1)Cl)=O.O1C(CCC1)CNC1=CC=CC=C1